DIMETHYLAMIDE C[N-]C